2-butyl-7-isopropoxy-1-(pyridin-4-ylmethyl)-1H-imidazo[4,5-d]pyridazin-4-amine 2,2,2-trifluoroacetate FC(C(=O)O)(F)F.C(CCC)C1=NC=2C(=C(N=NC2N)OC(C)C)N1CC1=CC=NC=C1